BrC=1C=C2CCCC(C2=CC1)NS(=O)C(C)(C)C N-(6-bromo-1,2,3,4-tetrahydronaphthalen-1-yl)-2-methylpropane-2-sulfinamide